FC1=C(OCC2=NC=CC(=C2)OC2=CC=C(C=N2)CC2=NC3=C(N2C[C@H]2OCC2)C=C(C=C3)C(=O)O)C=CC(=C1)C (S)-2-((6-((2-((2-Fluoro-4-methylphenoxy)methyl)pyridin-4-yl)oxy)pyridin-3-yl)methyl)-1-(oxetan-2-ylmethyl)-1H-benzo[d]imidazole-6-carboxylic acid